5-(thiophen-2-yl)-1,2,3,6-tetrahydropyridine S1C(=CC=C1)C1=CCCNC1